5-(2-chlorophenoxy)-3-((2,4-dimethylbenzyl)amino)-4H-benzo[e][1,2,4]thiadiazine 1,1-dioxide ClC1=C(OC2=CC=CC3=C2NC(=NS3(=O)=O)NCC3=C(C=C(C=C3)C)C)C=CC=C1